C(N)(=O)[C@H]1N(CCC1)C1=NN2C(C(=N1)NC=1N=CN(C1)C=1C=C(C(=C(C(=O)OC)C1)OC)OC)=CC=C2 methyl (S)-5-(4-((2-(2-carbamoyl pyrrolidin-1-yl) pyrrolo[2,1-f][1,2,4]triazin-4-yl) amino)-1H-imidazol-1-yl)-2,3-dimethoxybenzoate